C(C=C)NS(=O)(=O)NC1=NC(=NC(=N1)N)N allylsulfamoyl-melamine